2-Amino-3-chloropyridine-4-thiol sodium salt [Na].NC1=NC=CC(=C1Cl)S